NC1CCN(CC1)C1CCC(CC1)N1CCC(CC1)C1=CC2=C(N(C(N2C)=O)C2C(NC(CC2)=O)=O)C=C1 3-[5-[1-[4-(4-Amino-1-piperidyl)cyclohexyl]-4-piperidyl]-3-methyl-2-oxo-benzimidazol-1-yl]piperidine-2,6-dione